benzyl (3S)-1-(2,2-dimethoxyeth-1-yl)-2,3,4,9-tetrahydro-β-carboline-3-carboxylate COC(CC1N[C@@H](CC=2C3=CC=CC=C3NC12)C(=O)OCC1=CC=CC=C1)OC